tert-Butyl-(2S)-4-({(1R)-1-[1-benzyl-4-(2,5-difluorophenyl)-1H-imidazol-2-yl]-2,2-dimethylpropyl}amino)-2-[(tert-butoxycarbonyl)amino]butanoate C(C)(C)(C)OC([C@H](CCN[C@H](C(C)(C)C)C=1N(C=C(N1)C1=C(C=CC(=C1)F)F)CC1=CC=CC=C1)NC(=O)OC(C)(C)C)=O